(4-fluorobenzyl)-4-methylaniline FC1=CC=C(CNC2=CC=C(C=C2)C)C=C1